1-(((R)-7-((R)-3-Cyclohexyl-2-methylpropanoyl)-10-hydroxy-7-azaspiro[4.5]decan-10-yl)methyl)-4-(2-fluorophenyl)-5-(piperazin-1-carbonyl)pyridin-2(1H)-on C1(CCCCC1)C[C@H](C(=O)N1CC2(CCCC2)[C@@](CC1)(O)CN1C(C=C(C(=C1)C(=O)N1CCNCC1)C1=C(C=CC=C1)F)=O)C